CN(C=1SC2=C(N1)OCC=1C=C(C=CC12)C1=CN=CO1)C1CC(NC(C1)(C)C)(C)C N-Methyl-7-(oxazol-5-yl)-N-(2,2,6,6-tetramethylpiperidin-4-yl)-5H-isochromeno[3,4-d]thiazol-2-amine